FC(C=1C=C(C=C(C1)C(F)(F)F)NC(=O)[C@@H]1CC12CCN(CC2)C(=O)OCC2=CC=CC=C2)(F)F benzyl (R)-1-((3,5-bis(trifluoromethyl) phenyl) carbamoyl)-6-azaspiro[2.5]octane-6-carboxylate